1-Methoxy-4-nitro-2-(((1r,4r)-4-(trifluoromethyl)cyclohexyl)oxy)benzene COC1=C(C=C(C=C1)[N+](=O)[O-])OC1CCC(CC1)C(F)(F)F